2-(dimethylamino)-4-(3-(piperidine-1-carbonyl)pyrazolo[1,5-a]pyridin-7-yl)benzonitrile CN(C1=C(C#N)C=CC(=C1)C1=CC=CC=2N1N=CC2C(=O)N2CCCCC2)C